2-methoxy-6-(6-methoxy-4-((tetrahydrofuran-3-yl)methoxy)pyrazolo[1,5-a]pyridin-2-yl)imidazo[2,1-b][1,3,4]thiadiazole COC1=NN2C(S1)=NC(=C2)C2=NN1C(C(=CC(=C1)OC)OCC1COCC1)=C2